2-chloro-N-(3-(dimethylamino)propyl)-5-fluoro-4-(8-hydroxyquinolin-6-yl)benzamide ClC1=C(C(=O)NCCCN(C)C)C=C(C(=C1)C=1C=C2C=CC=NC2=C(C1)O)F